CS(=NC(=O)C1=CN(C=C1)C1=CC=C(C=C1)C1=NOC(=N1)C(F)(F)F)(C=1SC=CN1)=O N-(methyl(oxo)(thiazol-2-yl)-λ6-sulfanylidene)-1-(4-(5-(trifluoromethyl)-1,2,4-oxadiazol-3-yl)phenyl)-1H-pyrrole-3-carboxamide